[C@H]1(C[C@H]([C@H](CC1)C(C)(C)O)O)C (1S,3R,4S)-p-Menthane-3,8-diol